C1(CC1)N1N=C2N(C(N([C@H](C2=C1)C)C1CCN(CC1)C=1C(=NC=CC1C)OC)=O)CC1=C(C=CC=C1)C1CC1 (S)-2-cyclopropyl-7-(2-cyclopropyl-benzyl)-5-(2'-methoxy-4'-methyl-3,4,5,6-tetrahydro-2H-[1,3']bipyridinyl-4-yl)-4-methyl-2,4,5,7-tetrahydro-pyrazolo[3,4-d]pyrimidin-6-one